(R)-3-Benzyl-1-methyl-6-(4-methyl-3-(trifluoromethoxy)phenyl)-3-azabicyclo[3.1.0]hexane C(C1=CC=CC=C1)N1C[C@@]2(C(C2C1)C1=CC(=C(C=C1)C)OC(F)(F)F)C